ethyl 2-(2-cyclopentylthiazol-4-yl)acetate C1(CCCC1)C=1SC=C(N1)CC(=O)OCC